1-isopropylpyrrolo[2,3-b]pyridin-5-amine C(C)(C)N1C=CC=2C1=NC=C(C2)N